CC1(C2=CC=CC=C2C=2C=CC(=CC12)NC1=CC=2C(C3=CC=CC=C3C2C=C1)(C)C)C bis(9,9-dimethyl-9H-fluoren-2-yl)amine